5-((4-isobutyl-3-methylpiperazin-1-yl)methyl)pyrazolo[1,5-a]Pyridine C(C(C)C)N1C(CN(CC1)CC1=CC=2N(C=C1)N=CC2)C